C(C)(C)(C)OC(=O)N1C(C2=CC=CC=C2C1)C(=O)O 2-(tert-butoxycarbonyl)isoindoline-1-carboxylic acid